N1(CCCC1)CCC=1C(=CC(NC1)=O)C(F)(F)F 5-(2-(Pyrrolidin-1-yl)ethyl)-4-(trifluoromethyl)pyridin-2(1H)-one